methyl 3-cyclopropyl-8-(methoxy-d3)cinnoline-6-carboxylate C1(CC1)C=1N=NC2=C(C=C(C=C2C1)C(=O)OC)OC([2H])([2H])[2H]